ClC=1N=C(NC1[C@H]1[C@H](CN(CC1)S(=O)(=O)C=CC(=O)N[C@@H]1COCCC1)C)C1=NC=C(C=C1)F 3-[[(3R,4R)-4-[4-Chloro-2-(5-fluoro-2-pyridyl)-1H-imidazol-5-yl]-3-methyl-1-piperidyl]sulfonyl]-N-[(3S)-tetrahydropyran-3-yl]propenamide